C(C)(C)C(=O)O 1-isopropylcarboxylic acid